(S)-3-(5-(4-((1-(4-((3R,4S)-3-cyclohexyl-7-hydroxy-3-methylisochroman-4-yl)phenyl)piperidin-4-yl)methyl)piperazin-1-yl)-1-oxoisoindolin-2-yl)piperidine-2,6-dione C1(CCCCC1)[C@]1(OCC2=CC(=CC=C2[C@@H]1C1=CC=C(C=C1)N1CCC(CC1)CN1CCN(CC1)C=1C=C2CN(C(C2=CC1)=O)[C@@H]1C(NC(CC1)=O)=O)O)C